ClC=1C=CC2=C(CCN(S2(=O)=O)C(C(=O)NN)C(C)C2=C(C(=CC=C2F)C)C)C1 2-(6-chloro-1,1-dioxido-3,4-dihydro-2H-benzo[e][1,2]thiazin-2-yl)-3-(6-fluoro-2,3-dimethylphenyl)butanehydrazide